ClC=1C=C(C=C2C(=C(NC12)C1CC1)C=O)F 7-CHLORO-2-CYCLOPROPYL-5-FLUORO-1H-INDOLE-3-CARBOXALDEHYDE